CP(=O)(C)C1=C(C=CC(=C1)C=1C=NN(C1)C)NC1=NC=NC=C1C(F)(F)F 4-((2-(dimethylphosphoryl)-4-(1-methyl-1H-pyrazol-4-yl)phenyl)amino)-5-(trifluoromethyl)pyrimidine